ClC1=CC2=C(N(C(N=C2N2[C@H](CN([C@@H](C2)C)C(C=C)=O)C)=O)C=2C(=NC=CC2C)C(C)C)N=C1C1=C(C=CC=C1F)NC(=O)C1CC1 (M)-N-[2-[6-Chloro-4-[(2S,5R)-2,5-dimethyl-4-prop-2-enoyl-piperazin-1-yl]-1-(2-isopropyl-4-methyl-3-pyridyl)-2-oxo-pyrido[2,3-d]pyrimidin-7-yl]-3-fluoro-phenyl]cyclopropane-carboxamide